(6-(4-oxobutyl)pyrazin-2-yl)piperidine-4-carboxylic acid ethyl ester C(C)OC(=O)C1CCN(CC1)C1=NC(=CN=C1)CCCC=O